NCCNCC[Si](OC)(OC)OC N-(2-aminoethyl)-2-aminoethyltrimethoxysilane